5-({5-[6-Cyclopropyl-5-(trifluoromethyl)pyridin-3-yl]-7-({[1-(methoxymethyl)cyclopentyl]methyl}(methyl)amino)-1H-imidazo[4,5-b]pyridin-2-yl}carbamoyl)pyrazine-2-carboxylic acid C1(CC1)C1=C(C=C(C=N1)C1=CC(=C2C(=N1)N=C(N2)NC(=O)C=2N=CC(=NC2)C(=O)O)N(C)CC2(CCCC2)COC)C(F)(F)F